1-isopropoxymethylnaphthalene C(C)(C)OCC1=CC=CC2=CC=CC=C12